C(=C)(C)C1CC(CC1)C=C 1-isopropenyl-3-vinylcyclopentane